(S)-1-((6-cyano-5-(trifluoromethyl)pyridin-3-yl)amino)-3-((6-cyanopyridin-3-yl)oxy)-2-methyl-1-oxopropane-2-yl 1-methylpiperidine-4-carboxylate CN1CCC(CC1)C(=O)O[C@](C(=O)NC=1C=NC(=C(C1)C(F)(F)F)C#N)(COC=1C=NC(=CC1)C#N)C